Trans-1,2-Dibromoethene Br\C=C\Br